CC1=C(C=2N(C=C1C=1NC3=CC=C(C=C3C1C(C)C)C1CCN(CC1)C(=O)OCC1NCCC1)N=CN2)C pyrrolidin-2-ylmethyl 4-(2-(7,8-dimethyl-[1,2,4]triazolo[1,5-a]pyridin-6-yl)-3-isopropyl-1H-indol-5-yl)piperidine-1-carboxylate